C(CCC)N1CCCC2=CC(=CC=C12)CNCCN(C)C N1-((1-butyl-1,2,3,4-tetrahydroquinolin-6-yl)methyl)-N2,N2-dimethylethane-1,2-diamine